ClC=1C=NC=C(C1[C@@H](C)OC=1C=C2C(=NNC2=CC1)C(=O)NC=1C=NN(C1)CCN1CCOCC1)Cl (R)-5-(1-(3,5-dichloropyridin-4-yl)ethoxy)-N-(1-(2-morpholinoethyl)-1H-pyrazol-4-yl)-1H-indazole-3-carboxamide